3-methyl-4-(4,4,5,5-tetramethyl-1,3,2-dioxaborolan-2-yl)-5-(2-trimethylsilylethoxymethoxy)benzonitrile CC=1C=C(C#N)C=C(C1B1OC(C(O1)(C)C)(C)C)OCOCC[Si](C)(C)C